tert-butyl (1-(3-bromo-5-(((tert-butyldimethylsilyl)oxy)methyl)-1H-pyrazolo[3,4-b]pyrazin-6-yl)-4-methylpiperidin-4-yl)carbamate BrC1=NNC2=NC(=C(N=C21)CO[Si](C)(C)C(C)(C)C)N2CCC(CC2)(C)NC(OC(C)(C)C)=O